C(=O)(O)CC1=CC=C(O[C@H]2C[C@H](N(C2)C([C@@H](CCCCCC)N2C=NC(=C2)NC(C2=C(C=CC=C2)S(=O)(=O)O)=O)=O)C(=O)O)C=C1 4(S)-[4-(carboxymethyl)phenoxy]-N-[2(R)-[4-(2-sulfobenzamido)imidazol-1-yl]octanoyl]-L-proline